OC1=C(OC2=CC(=CC(=C2C1=O)O)O)C1=CC(=C(C=C1)O)O 3,3',4',5,7-pentahydroxylflavone